C(C)(C)(C)OC(=O)N1C[C@@H]2COC3=C(CN2CC1)C=C(C(=C3Cl)Br)F (12AR)-9-bromo-10-chloro-8-fluoro-3,4,12,12a-tetrahydro-6H-pyrazino[2,1-c][1,4]benzooxazepin-2(1H)-carboxylic acid tert-butyl ester